5-methyl-2,3-diphenyl-6-(quinazolin-6-yl)pyrazolo[1,5-a]pyrimidin-7(4H)-one CC=1NC=2N(C(C1C=1C=C3C=NC=NC3=CC1)=O)N=C(C2C2=CC=CC=C2)C2=CC=CC=C2